(2R)-5-guanidino-N-(4-hydroxybenzyl)-2-(2-(4-isopropylpiperidin-1-yl)-2-phenylacetamido)pentanamide N(C(=N)N)CCC[C@H](C(=O)NCC1=CC=C(C=C1)O)NC(C(C1=CC=CC=C1)N1CCC(CC1)C(C)C)=O